5-(4-Methoxypiperidin-1-yl)-N-(6-(1-methyl-1H-pyrazol-4-yl)pyridin-2-yl)-2-morpholinooxazolo[4,5-b]pyridine-6-carboxamide COC1CCN(CC1)C1=C(C=C2C(=N1)N=C(O2)N2CCOCC2)C(=O)NC2=NC(=CC=C2)C=2C=NN(C2)C